C(C)(=O)C1=NN(C2=CC=C(C=C12)C=1C=NC(=NC1)C)CC(=O)[C@H]1N(C[C@H](C1)F)C(=O)NC1=NC(=CC=C1)Br (2S,4S)-2-(2-(3-acetyl-5-(2-Methylpyrimidin-5-yl)-1H-indazol-1-yl)acetyl)-N-(6-bromopyridin-2-yl)-4-fluoropyrrolidine-1-carboxamide